[Br-].C(C)(C)(C)OC(C[Zn+])=O (2-tert-butoxy-2-oxoethyl)zinc(II) bromide